5-(3-hydroxy-2,6-dimethylphenyl)-3-(1H-pyrazol-4-yl)-1H-pyrrolo[2,3-b]pyridine-4-carbonitrile OC=1C(=C(C(=CC1)C)C1=C(C2=C(N=C1)NC=C2C=2C=NNC2)C#N)C